4-bromo-N-(4-chloro-3-(trifluoromethyl)phenyl)benzofuran-2-carboxamide BrC1=CC=CC2=C1C=C(O2)C(=O)NC2=CC(=C(C=C2)Cl)C(F)(F)F